1-((1H-Indol-5-yl)methyl)-N5-((1R,5S,6r)-3-oxabicyclo[3.1.0]hexan-6-yl)-N3-methyl-1H-pyrazole-3,5-dicarboxamide N1C=CC2=CC(=CC=C12)CN1N=C(C=C1C(=O)NC1[C@H]2COC[C@@H]12)C(=O)NC